C(C1=CC=CC=C1)OCCN1C2=C(OCC1=O)C(=CC=C2Cl)S(=O)(=O)N[C@@H]([C@H](C)C2=C(C(=CC=C2F)C)C)C=2OC(NN2)=O 4-(2-(benzyloxy)ethyl)-5-chloro-N-((1S,2R)-2-(6-fluoro-2,3-dimethylphenyl)-1-(5-oxo-4,5-dihydro-1,3,4-oxadiazol-2-yl)propyl)-3-oxo-3,4-dihydro-2H-benzo[b][1,4]oxazine-8-sulfonamide